2-((2S)-4-(4-Chloro-2'-(((S)-1-methylpyrrolidin-2-yl)methoxy)-2,3,5',8'-tetrahydro-6'H-spiro[indene-1,7'-quinazolin]-4'-yl)piperazin-2-yl)acetonitrile ClC1=C2CCC3(CCC=4C(=NC(=NC4C3)OC[C@H]3N(CCC3)C)N3C[C@@H](NCC3)CC#N)C2=CC=C1